[N-]1C=NC=C1 Imidazoleid